N-methyl-4-[[4-(4-nitropyrazol-1-yl)-5-(trifluoromethyl)pyrimidin-2-yl]amino]benzene CN(C1=CC=CC=C1)C1=NC=C(C(=N1)N1N=CC(=C1)[N+](=O)[O-])C(F)(F)F